4-(5-methyl-2-((1-methyl-1H-pyrazol-5-yl)amino)pyrimidin-4-yl)-N-((2-oxoindolin-5-yl)methyl)oxazole-2-carboxamide CC=1C(=NC(=NC1)NC1=CC=NN1C)C=1N=C(OC1)C(=O)NCC=1C=C2CC(NC2=CC1)=O